Cl.N1CC(CCC1)=O 3-piperidinone hydrochloride